NC1=C(N=CC2=C(C=CC=C12)C=1C(=NC=NC1)Cl)C(=O)NCCC 4-amino-8-(4-chloropyrimidin-5-yl)-N-propylisoquinoline-3-carboxamide